ClC=1C=C(C=CC1F)NC(N([C@H](CC)C1=CNC(C2=CC=CC=C12)=O)CC)=O (R)-3-(3-chloro-4-fluorophenyl)-1-ethyl-1-(1-(1-oxo-1,2-dihydroisoquinolin-4-yl)propyl)urea